FC=1C=C(C=CC1)C=1C(NC(N([C@H]2C[C@H](O)[C@@H](CO)O2)C1)=O)=O 2'-deoxy-5-(3-fluorophenyl)uridine